2-(3-cyano-5,5-dimethyl-4-(3-(phenylamino)styryl)furan-2(5H)-ylidene)malononitrile C(#N)C=1C(OC(C1C=CC1=CC(=CC=C1)NC1=CC=CC=C1)(C)C)=C(C#N)C#N